methyl 1-benzyl-3-((tert-butoxycarbonyl)amino)pyrrolidine-3-carboxylate C(C1=CC=CC=C1)N1CC(CC1)(C(=O)OC)NC(=O)OC(C)(C)C